CC1=C(N=NC(=C1C)N1CC=2C=C(C=NC2CC1)NC1=C(C=CC=C1)C(F)(F)F)C#N 4,5-dimethyl-6-[3-[2-(trifluoromethyl)anilino]-7,8-dihydro-5H-1,6-naphthyridin-6-yl]pyridazine-3-carbonitrile